CC(CCNO)(C)C 3,3-dimethylbutylhydroxylamine